N-(3-chloro-4-methylbenzyl)-3-((1-(2,6-dioxopiperidin-3-yl)-2,5-dioxo-2,5-dihydro-1H-pyrrol-3-yl)amino)benzamide ClC=1C=C(CNC(C2=CC(=CC=C2)NC=2C(N(C(C2)=O)C2C(NC(CC2)=O)=O)=O)=O)C=CC1C